((4-(4-isopropylphenyl)pyridin-2-yl)methyl)adamantan-2-amine C(C)(C)C1=CC=C(C=C1)C1=CC(=NC=C1)CC12C(C3CC(CC(C1)C3)C2)N